COC1=NC=CC2=C1C(=CN2)CCN 2-(4-methoxy-1H-pyrrolo[3,2-c]pyridin-3-yl)ethan-1-amine